5-(difluoromethyl)-2-((2S)-2-methylpiperidin-4-yl)pyrimidine FC(C=1C=NC(=NC1)C1C[C@@H](NCC1)C)F